(S)-6-(((1-(1-(tert-butyl)piperidin-4-yl)-1H-1,2,3-triazol-4-yl)(pyridin-3-yl)methyl)amino)-8-chloro-4-((3,4-difluorophenyl)amino)quinoline-3-carbonitrile C(C)(C)(C)N1CCC(CC1)N1N=NC(=C1)[C@H](C=1C=NC=CC1)NC=1C=C2C(=C(C=NC2=C(C1)Cl)C#N)NC1=CC(=C(C=C1)F)F